2-(1-chloro-cycloprop-1-yl)-1-(2-chlorophenyl)-2-hydroxy-3-(1,2,4-triazolane-5-thione-1-yl)-propane ClC1(CC1)C(CC1=C(C=CC=C1)Cl)(CN1NCNC1=S)O